FC1(C2(C(C3(C(C(C(C1(C3(F)F)C(F)(F)F)(F)F)(C2(F)F)F)(F)F)F)(F)F)C(F)(F)F)F perfluoro-1,3-dimethyladamantane